2-Fluoro-3-(((2S,4R)-4-fluoropyrrolidin-2-yl)oxymethyl)-4-iodopyridine FC1=NC=CC(=C1CO[C@@H]1NC[C@@H](C1)F)I